N-((4'-fluoro-3-(1-((2-oxo-1,2-dihydropyridin-4-yl)methyl)-1H-pyrazol-3-yl)-[1,1'-biphenyl]-4-yl)methyl)acrylamide FC1=CC=C(C=C1)C1=CC(=C(C=C1)CNC(C=C)=O)C1=NN(C=C1)CC1=CC(NC=C1)=O